N-pentene CCCC=C